2-chloro-4,6-dimethyl-1,3,5-triazine ClC1=NC(=NC(=N1)C)C